(4-(6-(2-methyl-3-(trifluoromethyl)-1H-pyrrolo[2,3-b]pyridin-5-yl)pyridin-2-yl)morpholin-3-yl)methanol CC1=C(C=2C(=NC=C(C2)C2=CC=CC(=N2)N2C(COCC2)CO)N1)C(F)(F)F